1-Ethyl-6-fluoro-7-(4-methylpiperazino)-2,3-dihydroquinolin-4(1H)-one C(C)N1CCC(C2=CC(=C(C=C12)N1CCN(CC1)C)F)=O